(4-fluoro-2-methyl-phenyl)boronic acid FC1=CC(=C(C=C1)B(O)O)C